C1=CC=C(C=C1)CC(=O)[O-] The molecule is a monocarboxylic acid anion that is the conjugate base of phenylacetic acid. It has a role as a human metabolite, an Escherichia coli metabolite, a plant metabolite and a Saccharomyces cerevisiae metabolite. It derives from an acetate. It is a conjugate base of a phenylacetic acid.